CC1=C(C(=CC(=C1)C)C)S(=O)(=O)[O-].N[N+]1=CC(=CC(=C1)C)Br 1-amino-3-bromo-5-methylpyridin-1-ium 2,4,6-trimethylbenzenesulfonate